C(C)(C)(C)OC(=O)N1CC(CCC1)C(N(C)C)=O 3-dimethylcarbamoyl-piperidine-1-carboxylic acid tert-butyl ester